2-(1H-pyrrol-1-yl)-1,3-diethyl-propan tert-butyl-2-[6-(trifluoromethyl)pyridin-2-yl]-2,7-diazaspiro[4.5]decane-7-carboxylate C(C)(C)(C)OC(=O)N1CC2(CCN(C2)C2=NC(=CC=C2)C(F)(F)F)CCC1.N1(C=CC=C1)C(CCC)CCC